(1R,3R,4R)-N-[(1S)-1-cyano-2-[(3S)-2-oxo-3-piperidyl]ethyl]-2-[(2S)-2-(2,5-difluoroanilino)propanoyl]-5,5-difluoro-2-azabicyclo[2.2.2]octane-3-carboxamide C(#N)[C@H](C[C@H]1C(NCCC1)=O)NC(=O)[C@@H]1N([C@H]2CC([C@@H]1CC2)(F)F)C([C@H](C)NC2=C(C=CC(=C2)F)F)=O